(6-Chloro-2,3-dihydro-1,4-benzodioxin-2-yl)-[1-(2-hydroxyethyl)-6-(1H-pyrazol-4-yl)indol-3-yl]methanone ClC1=CC2=C(OC(CO2)C(=O)C2=CN(C3=CC(=CC=C23)C=2C=NNC2)CCO)C=C1